2,6-dichloro-4-(1,1-dioxo-1,4-thiazinan-4-yl)benzoic acid ClC1=C(C(=O)O)C(=CC(=C1)N1CCS(CC1)(=O)=O)Cl